(6-Chlorochroman-3-yl)-[6-(5-fluoro-1H-pyrazol-4-yl)-1-[(3-hydroxycyclobutyl)methyl]pyrrolo[3,2-c]pyridin-3-yl]methanone ClC=1C=C2CC(COC2=CC1)C(=O)C1=CN(C2=C1C=NC(=C2)C=2C=NNC2F)CC2CC(C2)O